2-isopropyl-quinazolin-4(3H)-one C(C)(C)C1=NC2=CC=CC=C2C(N1)=O